O1C(N(C2=C1C=CC=C2)CC(=O)NN)=O 2-(benzoxazolon-3-yl)acethydrazide